C(C)(C)(C)OC(=O)N1CCC(CC1)CCC(=O)N1C(C2=CC=CC=C2CC1)C1=CC=C(C=C1)F 4-(3-(1-(4-fluorophenyl)-3,4-dihydroisoquinolin-2(1H)-yl)-3-oxopropyl)piperidine-1-carboxylic acid (S)-tert-butyl ester